C(#N)C=1C(C(=C(NC1[C@@H]1O[C@]([C@H]([C@H]1C1=C(C(=C(C=C1)F)F)OC)C)(C(F)(F)F)C)C)C(=O)OCC)=O ethyl 5-cyano-6-((2R,3S,4S,5R)-3-(3,4-difluoro-2-methoxyphenyl)-4,5-dimethyl-5-(trifluoromethyl)tetrahydrofuran-2-yl)-2-methyl-4-oxo-1,4-dihydropyridine-3-carboxylate